2-aminothiazoleselon NC=1S(C=CN1)=[Se]